CN([C@@H](CC1=CNC=N1)C(=O)O)C N,N-dimethylhistidine